2-amino-6-methyl-5-(4-pyridylthio)-4(3H)-quinazolinone NC1=NC2=CC=C(C(=C2C(N1)=O)SC1=CC=NC=C1)C